ethyl (S)-3-(benzyl((R)-1-phenylethyl)amino)-3-(4'-fluorobiphenyl-3-yl)propanoate C(C1=CC=CC=C1)N([C@@H](CC(=O)OCC)C=1C=C(C=CC1)C1=CC=C(C=C1)F)[C@H](C)C1=CC=CC=C1